N(=O)OC(C)(C)C tert-butyl nitrit